CC1(CNC(O1)=O)COCC1=C(C(=O)O)C=CC(=N1)C(F)(F)F 2-(((5-methyl-2-oxooxazolidin-5-yl)methoxy)methyl)-6-(trifluoromethyl)nicotinic acid